CC1=CC=CC2=C(C3=CC=CC=C3C(=C12)OC(C1=CC=CC=C1)=O)OC(C1=CC=CC=C1)=O 1-methyl-9,10-bis(benzoyloxy)anthracene